FC=1C(=CC2=C(N(C(N2)=O)C)C1)C(=O)N 6-fluoro-1-methyl-2-oxo-2,3-dihydro-1H-benzimidazole-5-carboxamide